C1(CC1)[C@H](C)N1C(C2=CC=C(C=C2C1)C1=CC(=NC=C1)C=1NC(=C(N1)C(=O)N(C)C)C)=O (S)-2-(4-(2-(1-Cyclopropylethyl)-1-oxoisoindolin-5-yl)pyridin-2-yl)-N,N,5-trimethyl-1H-imidazole-4-carboxamide